6-Methyl-3-phenyldibenzo[c,f][1,2]thiazepin-11(6H)-one 5,5-dioxide CN1S(C2=C(C(C3=C1C=CC=C3)=O)C=CC(=C2)C2=CC=CC=C2)(=O)=O